(4-nitrophenyl)pyrimidine-2,4-diamine [N+](=O)([O-])C1=CC=C(C=C1)C=1C(=NC(=NC1)N)N